ClC1=NNC=C1C1=CC=C2C(=CN(C2=C1)C[C@@H]1N(CC1)CC(F)F)C(=O)[C@@H]1COC2=CC=C(C=C2C1)OC (6-(3-chloro-1H-pyrazol-4-yl)-1-(((R)-1-(2,2-difluoroethyl)azetidin-2-yl)methyl)-1H-indol-3-yl)((S)-6-methoxychroman-3-yl)methanone